(R)-1-(1-(4-Methylbenzyl)-1H-benzo[d]imidazol-2-yl)piperidin-3-amin CC1=CC=C(CN2C(=NC3=C2C=CC=C3)N3C[C@@H](CCC3)N)C=C1